NC1=NC2=CC=C(C=C2C=C1C)C(=O)N(CC1=NC=C(C=C1)C(F)(F)F)CC#CC 2-amino-N-(2-butyn-1-yl)-3-methyl-N-((5-(trifluoromethyl)-2-pyridinyl)methyl)-6-quinolinecarboxamide